F[C@@]1(CN(CC[C@@H]1O)C1=NC=CC(=N1)NC=1N=CC2=C(C=CC(=C2C1)C(C)C)N1[C@@H]([C@H](C1)C[S@](=O)C)C)C (3R,4S)-3-fluoro-1-(4-((5-isopropyl-8-((2R,3S)-2-methyl-3-(((R)-methyl-Sulfinyl)methyl)azetidin-1-yl)isoquinolin-3-yl)amino)pyrimidin-2-yl)-3-methylpiperidin-4-ol